p-phenylene trimellitate C1(C=2C(C(=O)[O-])=CC(C(=O)OC3=CC=C(C=C3)O1)=CC2)=O